N-[[4-[[[5-amino-2-[5-(dimethylamino)pentyl]-6H-thieno[3,2-b]azepin-7-carbonyl]-propyl-amino]methyl]phenyl]methyl]-N-methyl-carbamic acid tert-butyl ester C(C)(C)(C)OC(N(C)CC1=CC=C(C=C1)CN(CCC)C(=O)C1=CC2=C(N=C(C1)N)C=C(S2)CCCCCN(C)C)=O